tert-butyl (5-((5-bromobenzo[d]oxazol-2-yl)amino)pentyl)carbamate BrC=1C=CC2=C(N=C(O2)NCCCCCNC(OC(C)(C)C)=O)C1